5-ethynyl-1-methyl-imidazole C(#C)C1=CN=CN1C